ClC1=C(C#N)C(=CC=C1)N1N=CC(=C1)C1=CN(C(C=C1C=1C=NC(=CC1)OC)=O)C 2-Chloro-6-[4-(6-methoxy-1'-methyl-6'-oxo-1',6'-dihydro-[3,4']bipyridinyl-3'-yl)-pyrazol-1-yl]-benzonitrile